C(C1=CC=CC=C1)OC1=NC(=CC=C1C1=C(C=C(C=C1F)N1CC(C1)O)F)OCC1=CC=CC=C1 1-(4-(2,6-bis(benzyloxy)pyridin-3-yl)-3,5-difluorophenyl)azetidin-3-ol